(4-(4-(tert-butyl)phenyl)-2-isopropyl-1H-inden-1-yl)dimethylsilane C(C)(C)(C)C1=CC=C(C=C1)C1=C2C=C(C(C2=CC=C1)[SiH](C)C)C(C)C